(1R,2S,3R,5R)-3-{4-amino-5-cyclopropylpyrrolo[2,3-d]pyrimidin-7-yl}-5-[({3-[(2-phenylethyl)amino]propyl}amino)methyl]cyclopentane-1,2-diol NC=1C2=C(N=CN1)N(C=C2C2CC2)[C@H]2[C@@H]([C@@H]([C@H](C2)CNCCCNCCC2=CC=CC=C2)O)O